2-bromo-2'-trifluoromethyl-acetophenone BrCC(=O)C1=C(C=CC=C1)C(F)(F)F